2,2-Dimethyl-4H-benzo[d][1,3]dioxine-6-carbaldehyde CC1(OCC2=C(O1)C=CC(=C2)C=O)C